1-[(4-chlorophenyl)methyl]-2-(3-fluorophenoxy)-7-(3-hydroxypropyl)-4,6-dimethyl-1H,4H,5H,6H,7H,8H-imidazo[4,5-e][1,4]diazepin-5,8-dione ClC1=CC=C(C=C1)CN1C(=NC=2N(C(C(N(C(C21)=O)CCCO)C)=O)C)OC2=CC(=CC=C2)F